C(C)OC=1NC(=C(C(C1C(=O)O)=O)C1=CC=C(C=C1)F)C 2-ethoxy-5-(4-fluorophenyl)-6-methyl-4-oxo-1,4-dihydropyridine-3-carboxylic acid